1-methyl-nicotinic acid anion CN1CC(C(=O)[O-])=CC=C1